ClC1=CC=C(C=C1)C=1C=C(C(N(N1)C1=CC(=CC=C1)F)=O)C(=O)N[C@H](C)C(C)(C)O 6-(4-chlorophenyl)-2-(3-fluorophenyl)-N-[(2R)-3-hydroxy-3-methylbut-2-yl]-3-oxo-2,3-dihydropyridazine-4-carboxamide